N1CCC(CC1)COC1=C(C=C(C=C1)Cl)F 4-Chloro-2-fluorophenyl 4-piperidinylmethyl ether